Tert-butyl-((3R,5R)-1-(2-(1-(cyclopropylmethyl)-1H-pyrrolo[2,3-b]pyridin-2-yl)-4-methoxy-3-methylbenzofuran-6-carbonyl)-5-fluoropiperidin-3-yl) carbamate C(N)(O[C@H]1C(N(C[C@@H](C1)F)C(=O)C1=CC2=C(C(=C(O2)C2=CC=3C(=NC=CC3)N2CC2CC2)C)C(=C1)OC)C(C)(C)C)=O